(S)-benzyl 2-(((benzyloxy)carbonyl)amino)-5-(cyclohexylamino)-5-oxopentanoate C(C1=CC=CC=C1)OC(=O)N[C@H](C(=O)OCC1=CC=CC=C1)CCC(=O)NC1CCCCC1